monobutyl Phosphate monopotassium salt [K+].P(=O)(OCCCC)([O-])O